6-(4-bromo-2-chlorophenylamino)-7-fluoro-3-(methyl-d3)-3H-benzimidazole-5-carboxylic acid (2-hydroxyethoxy-2,2-d2)amide OC(CONC(=O)C1=CC2=C(N=CN2C([2H])([2H])[2H])C(=C1NC1=C(C=C(C=C1)Br)Cl)F)([2H])[2H]